1-butyl-1-(cyclohexylethynyl)-2-methoxy-1,2-dihydro-3H-imidazo[1,5-a]indol-3-one C(CCC)C1(N(C(N2C1=CC=1C=CC=CC21)=O)OC)C#CC2CCCCC2